(3S,4S)-4-aminotetrahydrofuran-3-ol N[C@@H]1[C@@H](COC1)O